6-(4-chlorophenyl)-N-(1-(3,4-difluorophenyl)cyclopropyl)-2-(1-methyl-1H-pyrazol-4-yl)-3-oxo-2,3-dihydropyridazine-4-carboxamide ClC1=CC=C(C=C1)C=1C=C(C(N(N1)C=1C=NN(C1)C)=O)C(=O)NC1(CC1)C1=CC(=C(C=C1)F)F